3-methyl-8-(5-methylfuran-2-yl)imidazo[1,2-a]pyrazin-6-amine CC1=CN=C2N1C=C(N=C2C=2OC(=CC2)C)N